ethyl N-{[4-bromo-5-(hydroxymethyl)-2H-pyrazol-3-yl]carbamothioyl}carbamate BrC1=C(NN=C1CO)NC(=S)NC(OCC)=O